(S)-3-((3-(ethoxymethyl)-3-(2-(4-methylthiophen-3-yl)ethyl)pyrrolidin-1-yl)methyl)-2,6-dimethyl-pyridine C(C)OC[C@@]1(CN(CC1)CC=1C(=NC(=CC1)C)C)CCC1=CSC=C1C